N1C(C(NC2=CC=CC=C12)=O)=O 1,4-dihydroquinoxaline-2,3-dione